N-(3-iodo-1-(tetrahydro-2H-pyran-2-yl)-1H-pyrazolo[4,3-c]pyridin-6-yl)acetamide methyl-3-((tert-butoxycarbonyl)amino)cyclobutanecarboxylate COC(=O)C1CC(C1)NC(=O)OC(C)(C)C.IC1=NN(C2=C1C=NC(=C2)NC(C)=O)C2OCCCC2